NC1=NNC=C1O 3-amino-1H-pyrazol-4-ol